[Na].Cl hydrochloric acid, sodium salt